N[C@H]1C[C@@H]([C@H](C1)CO)O[Si](C(C)C)(C(C)C)C(C)C ((1R,2S,4R)-4-Amino-2-((triisopropylsilyl)oxy)cyclopentyl)methanol